6-(aminomethyl)-2,2-dimethyl-3a,4,6,6a-tetrahydrofuro[3,4-d][1,3]dioxol-4-ol NCC1OC(C2C1OC(O2)(C)C)O